C(C)(C)(C)OC(=O)NCCCC1=CC=C(C=C1)C1=CC(=CC(=C1)N1N=NC(=C1)C1=CC=C(C=C1)C(F)(F)F)C(=O)O 4'-(3-((tert-butoxycarbonyl)amino)propyl)-5-(4-(4-(trifluoromethyl)phenyl)-1H-1,2,3-triazol-1-yl)-[1,1'-biphenyl]-3-carboxylic acid